FC=1C=C(C[C@@H](N)C(=O)O)C=CC1F D-3,4-difluorophenylalanine